[I-].[Cl-].C[NH3+].[Pb+2].[Cs+] cesium lead methyl-ammonium chloride iodide